NC1=C2N(C(NC2=NC=N1)=O)C1=CC=C(C=C1)OC1=CC=CC=C1 6-amino-8-oxo-7-(4-phenoxyphenyl)-7H-purin